N-(5-(((2S,4R)-2-methyl-4-((2-methylpyridin-4-yl)oxy)pyrrolidin-1-yl)methyl)thiazol-2-yl)acetamide C[C@@H]1N(C[C@@H](C1)OC1=CC(=NC=C1)C)CC1=CN=C(S1)NC(C)=O